N-(3-fluoro-5-(5-((1R,2S)-2-fluorocyclopropyl)-1,2,4-oxadiazol-3-yl)-2-methylphenyl)-7-(piperazin-1-yl)imidazo[1,2-a]pyridine-3-carboxamide FC=1C(=C(C=C(C1)C1=NOC(=N1)[C@@H]1[C@H](C1)F)NC(=O)C1=CN=C2N1C=CC(=C2)N2CCNCC2)C